3-(1-(4-bromophenyl)ethoxy)-N5-ethyl-N2-methyl-1H-pyrrole-2,5-dicarboxamide BrC1=CC=C(C=C1)C(C)OC1=C(NC(=C1)C(=O)NCC)C(=O)NC